3-Deaza-3-iodo-adenosine IC1=CN=C(C=2N=CN([C@H]3[C@H](O)[C@H](O)[C@@H](CO)O3)C12)N